ClC=1C=C(C=CC1F)NC(N(C=1C=NC(=NC1)OC)CC1=NNC(=C1CCO)C(F)(F)F)=O 3-(3-Chloro-4-fluorophenyl)-1-((4-(2-hydroxyethyl)-5-(trifluoromethyl)-1H-pyrazol-3-yl)methyl)-1-(2-methoxypyrimidin-5-yl)urea